7-bromo-heptanol BrCCCCCCCO